C(C)N1CCN(CC1)C1=CC=CC(=N1)NC([O-])=O [6-(4-ethylpiperazin-1-yl)pyridin-2-yl]carbamate